N-((1r,4r)-4-(2-hydroxypropan-2-yl)cyclohexyl)-5-(1H-imidazol-1-yl)thieno[2,3-c]pyridine-7-carboxamide OC(C)(C)C1CCC(CC1)NC(=O)C=1N=C(C=C2C1SC=C2)N2C=NC=C2